(S)-5-methyl-7-ethynyl-3-(tritylamino)-2,3-dihydrobenzo[b][1,4]oxazepine-4(5H)-one CN1C2=C(OC[C@@H](C1=O)NC(C1=CC=CC=C1)(C1=CC=CC=C1)C1=CC=CC=C1)C=CC(=C2)C#C